OC1=C(N2C(C3=CC=CC=C13)=NC(=N2)C(F)(F)F)C(=O)NCC(=O)O (6-Hydroxy-2-(trifluoromethyl)-[1,2,4]triazolo[5,1-a]isoquinoline-5-carbonyl)glycine